FC1=C(C=C(C(=C1)F)B1OC(C(O1)(C)C)(C)C)CO [2,4-difluoro-5-(4,4,5,5-tetramethyl-1,3,2-dioxaborolan-2-yl)phenyl]methanol